7-[[4-[[(1S)-2-hydroxy-1-phenyl-ethyl]amino]-5-(3-isopropyl-1,2,4-oxadiazol-5-yl)pyrimidin-2-yl]amino]-3,3-dimethyl-2,4-dihydroisoquinolin-1-one OC[C@H](C1=CC=CC=C1)NC1=NC(=NC=C1C1=NC(=NO1)C(C)C)NC1=CC=C2CC(NC(C2=C1)=O)(C)C